(S)-4-((2-phenoxyethyl)(4-(5,6,7,8-tetrahydro-1,8-naphthyridin-2-yl)butyl)amino)-2-(2-(pyridin-3-yl)acetamido)butanoic acid O(C1=CC=CC=C1)CCN(CC[C@@H](C(=O)O)NC(CC=1C=NC=CC1)=O)CCCCC1=NC=2NCCCC2C=C1